C(C)(C)(C)C1=NN=C(O1)C(=O)NCC1=C(C(=C(C=C1)C1=NC=NN2C1=CC(=C2)N2CCOCC2)F)C 5-tert-butyl-N-[[3-fluoro-2-methyl-4-(6-morpholinopyrrolo[2,1-f][1,2,4]triazin-4-yl)phenyl]methyl]-1,3,4-oxadiazole-2-carboxamide